C(CCC)(C1=C(C=C(C(=C1)C(C)(C)C)O)C)C1=C(C=C(C(=C1)C(C)(C)C)O)C 4,4'-butylidenebis(3-methyl-6-tertbutylphenol)